FC1=C(OC2=CC=CC=3NC(=NC32)CN3C(C(=CC=C3)NC([C@H](CC\C=C\C(=O)N(C)C)NC(OC)=O)=O)=O)C=CC(=C1)F (S,E)-methyl (1-((1-((4-(2,4-difluorophenoxy)-1H-benzo[d]imidazol-2-yl)methyl)-2-oxo-1,2-dihydropyridin-3-yl)amino)-7-(dimethylamino)-1,7-dioxohept-5-en-2-yl)carbamate